NC=1C(=C(OCCCC(=O)OC(C)(C)C)C=C(C1)C(N)=O)NC\C=C\CN1/C(/SC2=C1C(=CC(=C2)C(N)=O)OC)=N/C(=O)C2=C(N=C(O2)C)CC tert-Butyl 4-(3-amino-5-carbamoyl-2-(((E)-4-((Z)-6-carbamoyl-2-((4-ethyl-2-methyloxazole-5-carbonyl)imino)-4-methoxybenzo[d]thiazol-3(2H)-yl)but-2-en-1-yl)amino)phenoxy)butanoate